C(C1=CC=CC=C1)OC[C@H]1N(S(OC1)(=O)=O)C(=O)OC(C)(C)C tert-butyl (4R)-4-[(benzyloxy)methyl]-2,2-dioxo-1,2lambda6,3-oxathiazolidine-3-carboxylate